C/C(/CC=C)=C\C (e)-4-methyl-1,4-hexadiene